N1C=NC2=C1C=CC(=C2)N2C(NCC2C2=CC=C(C=C2)F)=O 1-(1H-benzo[d]imidazol-5-yl)-5-(4-fluorophenyl)imidazolidin-2-one